(1R,3S,4R)-2-((R)-2-chloro-9-hydroxy-9H-fluorene-9-carbonyl)-N-((S)-1-cyano-2-((R)-2-oxopiperidin-3-yl)ethyl)-5,5-difluoro-2-azabicyclo[2.2.2]octane-3-carboxamide ClC1=CC=2[C@](C3=CC=CC=C3C2C=C1)(C(=O)N1[C@H]2CC([C@@H]([C@H]1C(=O)N[C@@H](C[C@@H]1C(NCCC1)=O)C#N)CC2)(F)F)O